2-butoxyethyl (2,4-dichlorophenoxy)acetate ClC1=C(OCC(=O)OCCOCCCC)C=CC(=C1)Cl